3-(chloromethyl)-9H-pyrido[2,3-b]indole ClCC1=CC2=C(NC3=CC=CC=C23)N=C1